(1S,2S,5S)-8-(benzyloxy)-2-(hydroxymethyl)-5-methyl-7,9-dioxo-N-(2,4,6-trifluorobenzyl)-2,5,7,9-tetrahydro-1,6-methanopyrido[1,2-b][1,2,5]triazonine-10-carboxamide C(C1=CC=CC=C1)OC=1C(C(=CN2N3[C@@H](C=C[C@@H](N(C(C21)=O)C3)C)CO)C(=O)NCC3=C(C=C(C=C3F)F)F)=O